N-(23-amino-3,6,9,12,15,18,21-heptaoxatricosyl)-6-(azidomethyl)nicotinamide NCCOCCOCCOCCOCCOCCOCCOCCNC(C1=CN=C(C=C1)CN=[N+]=[N-])=O